FC=1C=C(C=CC1)C=CC(=O)N 3-(3-fluorophenyl)-2-propenamide